COC1=CC=2C3=C(N(C2C=C1)CC1=CC=C(C=C1)S(=O)(=O)N)CCNC3 4-((8-methoxy-1,2,3,4-tetrahydro-5H-pyrido[4,3-b]indol-5-yl)methyl)benzenesulfonamide